OC[C@H]1CN(C)[C@@H]2CC3=CNC4=CC=CC(C2=C1)=C34 (-)-lysergol